CS(=O)(=O)OC1CCC(CC1)(C1=C(C=CC=C1)C(C)C)C(NC=1C(=NC(=CC1)OC)OC(F)F)=O 4-((2-(difluoromethoxy)-6-methoxypyridin-3-yl)carbamoyl)-4-(2-isopropylphenyl)cyclohexyl methanesulfonate